2-methyl-5-isopropylphenoxymethanol CC1=C(OCO)C=C(C=C1)C(C)C